4-methoxy-3-(2-morpholinoethoxy)benzonitrile COC1=C(C=C(C#N)C=C1)OCCN1CCOCC1